C1(CC1)N1N=CC(=C1)C1OCCCN(C1)C1=NC2=NC(=C(N=C2C(=N1)C1=C(C=C(C=C1)F)F)C)C 2-(1-cyclopropyl-1H-pyrazol-4-yl)-4-(4-(2,4-difluorophenyl)-6,7-dimethylpteridin-2-yl)-1,4-oxazepane